4-hydroxyl-5-((triisopropylsilyl)oxy)dec-2-enal OC(C=CC=O)C(CCCCC)O[Si](C(C)C)(C(C)C)C(C)C